CC[C@H](C)[C@@H](C(=O)O)NC(=O)[C@@H]1CCCN1C(=O)[C@H](CCC(=O)O)NC(=O)[C@H](C(C)C)NC(=O)[C@H](CC2=CC=CC=C2)NC(=O)[C@@H]3CCCN3C(=O)[C@H](CC4=CC=C(C=C4)O)N The molecule is a seven amino acid oligopeptide fragment of the human milk protein, beta-casein. It is an inhibitor of pancreatic elastase, 5-HT2-serotonin receptors, mu-opioid receptors and delta-opioid receptors. It has a role as a mu-opioid receptor antagonist, a delta-opioid receptor antagonist, a serotonergic antagonist, a human metabolite and an EC 3.4.21.36 (pancreatic elastase) inhibitor. It is a conjugate acid of a beta-casomorphin-7 (human)(1-).